C(CCOC1=CC2=C([Se]C(=C2)C(CC(C(=O)O)COC)=O)C=C1OC)OC1=CC2=C([Se]C(=C2)C(CC(C(=O)O)COC)=O)C=C1OC 4,4'-((propane-1,3-diylbis(oxy))bis(6-methoxybenzo[b]selenophen-5,2-diyl))bis(2-methoxymethyl-4-oxobutanoic acid)